6-chloro-3-iodo-4-methoxy-1H-pyrazolo[3,4-b]pyridine ClC1=CC(=C2C(=N1)NN=C2I)OC